OC(C)(C)C=1C(=CC2=CN(N=C2C1)C1CCN(CC1)CCC1CCNCC1)NC(=O)C1=NC(=CC=C1)C(F)(F)F N-(6-(2-hydroxyprop-2-yl)-2-(1-(2-(piperidin-4-yl)ethyl)piperidin-4-yl)-2H-indazol-5-yl)-6-(trifluoromethyl)pyridinecarboxamide